3-(dimethoxyphenylsilyl)-1-propylamine CO[Si](CCCN)(C1=CC=CC=C1)OC